O=C(C(=O)[O-])CCC Oxopentanoate